N-(2-methyl-cyclohexyl)-2,3,4,5,6-pentafluorobenzamide CC1C(CCCC1)NC(C1=C(C(=C(C(=C1F)F)F)F)F)=O